N1CC(C1)C1=CC=C(N=N1)C1=C(C=C(C=C1)C=1C=C(C(N(C1)C)=O)C)O 5-{4-[6-(azetidin-3-yl)pyridazin-3-yl]-3-hydroxyphenyl}-1,3-dimethyl-1,2-dihydropyridin-2-one